FC1=CC=C(C=C1)C1=C(C=CC(=C1)F)NC(=O)C1=NNC=C1 N-(4'-fluoro-5-fluorobiphenyl-2-yl)-1H-pyrazole-carboxamide